S1CCC(=CC1)C=1C=C2C(=CC(=NC2=CC1)C)N 6-(3,6-dihydro-2H-thiopyran-4-yl)-2-methylquinolin-4-amine